6-chloro-pyridin-2,3-d ClC1=CC=C(C(=N1)[2H])[2H]